The molecule is a furonaphthodioxole that is 4'-demethyldeoxypodophyllotoxin which is substituted at position 4 of the C-ring by a 2-{[2-(dimethylamino)ethyl](methyl)amino}ethyl group. While structurally related to etoposide, TOP-53 is significantly more toxic to non-small cell lung cancer cells, more active at generating chromosomal breaks, and displays improved cellular uptake and pharmacokinetics in animal lung tissues. It has a role as an EC 5.99.1.3 [DNA topoisomerase (ATP-hydrolysing)] inhibitor and an antineoplastic agent. It is a furonaphthodioxole, an organic heterotetracyclic compound, a tertiary amino compound, a member of phenols and a gamma-lactone. CN(C)CCN(C)CC[C@H]1[C@H]2COC(=O)[C@@H]2[C@@H](C3=CC4=C(C=C13)OCO4)C5=CC(=C(C(=C5)OC)O)OC